C(C)N(C(NC1=CC(=C(C(=O)OC)C=C1F)O[C@H](C(F)(F)F)C)=O)CC (S)-Methyl 4-(3,3-diethylureido)-5-fluoro-2-((1,1,1-trifluoropropan-2-yl)oxy)benzoate